3-(2-cyanopropan-2-yl)-N-(2-fluoro-4-methyl-5-(2-(methylamino)-8,9-dihydroimidazo[1',2':1,6]pyrido[2,3-d]pyrimidin-6-yl)phenyl)benzamide C(#N)C(C)(C)C=1C=C(C(=O)NC2=C(C=C(C(=C2)C2=CC3=C(N=C(N=C3)NC)N3C2=NCC3)C)F)C=CC1